N-(3-((5-Chloro-2-(phenylamino)pyrimidin-4-yl)amino)phenyl)acetamide ClC=1C(=NC(=NC1)NC1=CC=CC=C1)NC=1C=C(C=CC1)NC(C)=O